NC1=C2C(=NC=N1)N(N=C2C2=CC=C(C=C2)OC2=CC=CC=C2)C2CCN(CC2)C(=O)C2CCN(CC2)C (4-(4-amino-(4-phenoxyphenyl)-1H-pyrazolo[3,4-d]pyrimidin-1-yl)piperidin-1-yl)(1-methylpiperidin-4-yl)methanone